(3,4-dihydro-2H-pyrano[3,2-c]pyridin-7-yl)methanamine O1CCCC=2C=NC(=CC21)CN